diethyl (3-(4-aminopiperidin-1-yl)propyl)phosphonate NC1CCN(CC1)CCCP(OCC)(OCC)=O